2-(2-(phenylmethoxy)-6-fluorophenyl)-1H-imidazole C1(=CC=CC=C1)COC1=C(C(=CC=C1)F)C=1NC=CN1